O=C1N(CC2=CC=C(C=C12)CNC=1OC(=NN1)C1=CC=CC=C1)C1C(NC(CC1)=O)=O 3-(1-oxo-6-(((5-phenyl-1,3,4-oxadiazol-2-yl)amino)methyl)isoindolin-2-yl)piperidine-2,6-dione